ClC1=C(C=2N=C(N=C3C2C(=N1)OC(CC(N3C)C)C)SC)F 5-chloro-4-fluoro-8,10,11-trimethyl-2-(methylthio)-8,9,10,11-tetrahydro-7-oxa-1,3,6,11-tetraazacycloocta[de]naphthalene